5-(3-hydroxypropyl)-2-(tetrahydro-2H-pyran-2-yl)pyridazin-3(2H)-one OCCCC1=CC(N(N=C1)C1OCCCC1)=O